7-(1-Methyl-1H-pyrazol-4-yl)-5-(4-(piperazin-1-yl)phenyl)quinoline CN1N=CC(=C1)C1=CC(=C2C=CC=NC2=C1)C1=CC=C(C=C1)N1CCNCC1